BrC1=NC=CC(=C1OC)CC=1C=NC=C(C1C)OC1=C(C=C(C=C1)C)F 2-bromo-4-[[5-(2-fluoro-4-methyl-phenoxy)-4-methyl-3-pyridinyl]methyl]-3-methoxy-pyridine